(tetrahydrofuran-2-yl) 2-chlorothiophosphate P(=S)(OC1OCCC1)([O-])Cl